ClC1=C(C(=C(C=C1)C=1N=NN(C1)C1C(COC(C1O)CO)O)F)F 4-(4-(4-chloro-2,3-difluorophenyl)-1H-1,2,3-triazol-1-yl)-6-(hydroxymethyl)tetrahydro-2H-pyran-3,5-diol